3-[2-(dimethylamino)ethyl]-methylaminopropane CN(CCCCCNC)C